3-[(3S)-1-Benzylpyrrolidin-3-yl]-5-methyl-1,3-oxazolidin-2-one C(C1=CC=CC=C1)N1C[C@H](CC1)N1C(OC(C1)C)=O